5-((tert-butyldimethylsilyl)methyl)-3,5-dimethylbenzo[4,5]imidazo[2,1-a]isoquinolin-6(5H)-one [Si](C)(C)(C(C)(C)C)CC1(C(N2C(C=3C=CC(=CC13)C)=NC1=C2C=CC=C1)=O)C